[Fe].[Co].[Cu].[In] indium-copper-cobalt-iron